CCCCCCCCCCCCCCCCCCCCCCCCCCCCCC n-tricontane